3'-deoxy-(3'S)-fluoro-guanosine F[C@@]1([C@H](O)C[C@@H](CO)O1)N1C=NC=2C(=O)NC(N)=NC12